C(C)C1(OC2=CC=C(C=C2C(C1)=O)C1=NC(=NO1)C1=NC=CN=C1)CC 2,2-diethyl-6-(3-(pyrazin-2-yl)-1,2,4-oxadiazol-5-yl)chroman-4-one